4-(p-maleimidophenyl)butyric acid sulfo-succinimidyl ester S(=O)(=O)(O)C1C(=O)N(C(C1)=O)OC(CCCC1=CC=C(C=C1)N1C(C=CC1=O)=O)=O